O=C1N(C(CC1)=O)CC1=CC=C2C(=CC(=NC2=C1)C(=O)N)C1=CC=C(C=C1)F 7-[(2,5-dioxopyrrolidin-1-yl)methyl]-4-(4-fluorophenyl)quinoline-2-carboxamide